C(=O)(O)C1=CNC=C1 3-carboxyl-pyrrole